4-cholesten CC(C)CCC[C@@H](C)[C@H]1CC[C@H]2[C@@H]3CCC4=CCCC[C@]4(C)[C@H]3CC[C@]12C